6-(7-((4,4-difluoro-1-piperidinyl)carbonyl)-2-quinoxalinyl)-1-methyl-2(1H)-pyridinone FC1(CCN(CC1)C(=O)C1=CC=C2N=CC(=NC2=C1)C1=CC=CC(N1C)=O)F